FC1=CC=C(C=C1)C=1N=CN(C1C=1C=C2C=C(C=NC2=CC1)N1C(COCC1)C)C(C)C 4-(6-(4-(4-fluorophenyl)-1-isopropyl-1H-imidazol-5-yl)quinolin-3-yl)-3-methylmorpholine